3-(2,6-Difluoro-3,5-dimethoxyphenyl)-1-ethyl-8-(4-methoxyphenyl)-1,3,4,7-tetrahydro-2H-pyrrolo[3',2':5,6]pyrido[4,3-d]pyrimidine-2-thione FC1=C(C(=C(C=C1OC)OC)F)N1C(N(C2=C(C1)C=NC1=C2C=C(N1)C1=CC=C(C=C1)OC)CC)=S